2-[6-[(4aS,8aR)-6-ethyl-3,4a,5,7,8,8a-hexahydro-2H-pyrido[4,3-b][1,4]oxazin-4-yl]-4-methyl-pyridazin-3-yl]-5-(trifluoromethyl)phenol C(C)N1C[C@H]2[C@H](OCCN2C2=CC(=C(N=N2)C2=C(C=C(C=C2)C(F)(F)F)O)C)CC1